trifluoromethanesulfonyl-copper FC(S(=O)(=O)[Cu])(F)F